CC1=CC=C(CN(C(C#N)C#N)C)C=C1 2-(4-methylbenzyl-(methyl)amino)malononitrile